C(C)(C)(C)OC([C@@H](CC1=CC(=CC=C1)NCC1CCC1)[C@@H]1CN(CC1)C(=O)OC(C)(C)C)=O tert-Butyl (3R)-3-[(1S)-2-tert-butoxy-1-[[3-(cyclobutylmethylamino) phenyl]methyl]-2-oxo-ethyl]pyrrolidine-1-carboxylate